COC=1C=C(C=CC1OC=1SC2=C(N1)C(=CC=C2)SC)CCC(CC)=O 1-(3-methoxy-4-{[4-(methylsulfanyl)-1,3-benzothiazol-2-yl]oxy}phenyl)pentan-3-one